C(CCCCCC)OCC(CO)=O 1-(heptyloxy)-3-hydroxy-propan-2-one